CN(C=1C=C(OCCOCC=2N=C(SC2)N(CC2=CC=C(C=C2)N2CCOCC2)CC2=CC(=CC=C2)OC)C=CC1)C 4-((2-(3-(dimethylamino)phenoxy)ethoxy)methyl)-N-(3-methoxybenzyl)-N-(4-morpholinobenzyl)thiazol-2-amine